anti-sarcosine N(C)CC(=O)O